CC1=C2CCC(C2=CC(=C1)C)=O 4,6-dimethyl-2,3-dihydro-1H-inden-1-one